N-(3-((6-(4H-1,2,4-triazol-4-yl)-1H-indazol-4-yl)amino)propyl)-3-((3-chlorobenzyl)amino)propanamide N=1N=CN(C1)C1=CC(=C2C=NNC2=C1)NCCCNC(CCNCC1=CC(=CC=C1)Cl)=O